3-methylazetidine-3-carbonitrile hydrochloride Cl.CC1(CNC1)C#N